FC1=C(C=CC=C1)C=1OC=C(N1)[C@@H](C)N[S@](=O)C(C)(C)C (R)-N-((R)-1-(2-(2-fluorophenyl)oxazol-4-yl)ethyl)-2-methylpropane-2-sulfinamide